6-fluoro-2-(5-fluoro-2-thienyl)-4-methoxy-5-(trifluoromethyl)pyrimidine FC1=C(C(=NC(=N1)C=1SC(=CC1)F)OC)C(F)(F)F